5-{2-[5-chloro-2-(5-methoxyquinoline-8-sulfonamido)phenyl]ethynyl}pyridine-2-carboxylic acid ClC=1C=CC(=C(C1)C#CC=1C=CC(=NC1)C(=O)O)NS(=O)(=O)C=1C=CC(=C2C=CC=NC12)OC